C(C)C(CC(C(=O)OCC1=NC(=CN=C1N1CCC2(CC1)[C@@H](C1=CC=CC=C1C2)N)C=CS(=O)(=O)C)CCCCC(C)C)CCCC (S)-(3-(1-amino-1,3-dihydrospiro[indene-2,4'-piperidine]-1'-yl)-6-(2-(methanesulfonyl)vinyl)pyrazin-2-yl)methanol 2-ethylhexyl-isononanoate